6-((5-chloro-3-(2,2-difluoroethoxy)pyridin-2-yl)oxy)-N-(4-methyl-1,1-dioxidotetrahydro-2H-thiopyran-4-yl)thiazolo[4,5-c]pyridine-2-carboxamide Copper(I) iodide [Cu]I.ClC=1C=C(C(=NC1)OC1=CC2=C(C=N1)N=C(S2)C(=O)NC2(CCS(CC2)(=O)=O)C)OCC(F)F